(2S,3R,4R,5R,6R)-2-(aminomethyl)-6-(hydroxymethyl)tetrahydro-2H-pyran-3,4,5-triol NC[C@@H]1O[C@@H]([C@@H]([C@@H]([C@H]1O)O)O)CO